tert-butyl (tert-butyldimethylsilyl)-glyoxylate [Si](C)(C)(C(C)(C)C)C(C(=O)OC(C)(C)C)=O